BrC=1C=C(C(=O)[O-])C=C(C1)C 3-bromo-5-methyl-benzoate